(S)-5-((((6-(2-chloro-3-(3-chloro-2-((2-fluoro-3-((3-(hydroxymethyl)azetidin-1-yl)methyl)phenyl)amino)pyridin-4-yl)phenyl)-2-methoxypyridin-3-yl)methyl)amino)methyl)pyrrolidin-2-one ClC1=C(C=CC=C1C1=C(C(=NC=C1)NC1=C(C(=CC=C1)CN1CC(C1)CO)F)Cl)C1=CC=C(C(=N1)OC)CNC[C@@H]1CCC(N1)=O